C(CC)OC(CC)=O.C(#N)CCC(O)=S.ClC=CC(=O)OCCC[Si](O[Si](C)(C)C)(O[Si](C)(C)C)O[Si](C)(C)C 3-chloroacryloyloxypropyl-tri(trimethylsiloxy)silane (cyanomethyl)ethanethioate n-Propylpropionate